2-phosphonomethylmaleate P(=O)(O)(O)C/C(/C(=O)[O-])=C/C(=O)[O-]